P(=O)(OCCCCCCCCCC)(OCCCN(CCCCCCCCCCC)CCCCCCCCCCC)[O-] decyl (3-(diundecylamino)propyl) phosphate